O1[C@@H](COCC1)CN1N(CC=2C(CC3=C(C12)C(=CO3)C(F)(F)F)C)C[C@@H]3OCCOC3 N-{[(2R)-1,4-dioxan-2-yl]methyl}-2-{[(2S)-1,4-dioxan-2-yl]methyl}-4-methyl-8-(trifluoromethyl)-4,5-dihydro-2H-furo[2,3-g]indazole